O=C1NC(CCC1N1C(C2=CC=CC(=C2C1=O)OCCNC(OC(C)(C)C)=O)=O)=O tert-butyl (2-((2-(2,6-dioxopiperidine-3-yl)-1,3-dioxoisoindoline-4-yl)oxy)ethyl)carbamate